C(C)(C)C=1C(=CC(=NC1)\C=N\[S@](=O)C(C)(C)C)C (R,E)-N-((5-isopropyl-4-methylpyridin-2-yl)methylene)-2-methylpropane-2-sulfinamide